ClC1=CC2=C(N(C(C(N2C)=O)=O)C2CCN(CC2)C2=NC=C(C=N2)CN2CC(OCC2)(C)C)N=C1 7-Chloro-4-(1-(5-((2,2-dimethylmorpholino)methyl)pyrimidin-2-yl)piperidin-4-yl)-1-methyl-1,4-dihydropyrido[2,3-b]pyrazine-2,3-dione